CC1(CCC=2C(=NNC2C1)C1=NC=2C(=NC=C(C2)N)N1)C 2-(6,6-Dimethyl-4,5,6,7-tetrahydro-1H-indazol-3-yl)-3H-imidazo[4,5-b]pyridin-6-amine